2-(4-amino-3-methoxy-phenyl)-2-methyl-propanenitrile NC1=C(C=C(C=C1)C(C#N)(C)C)OC